bis(3-methoxyphenyl)methanone COC=1C=C(C=CC1)C(=O)C1=CC(=CC=C1)OC